C(C)(C)(C)C=1OC2=C(N1)C=C(C(=C2)[N+](=O)[O-])OC 2-(tert-butyl)-5-methoxy-6-nitrobenzo[d]Oxazole